n-pentyl crotonate C(\C=C\C)(=O)OCCCCC